4-Chlorophenylmethylcarbamate ClC1=CC=C(C=C1)CNC([O-])=O